C(C)OC(=O)C=1C(=NC2=C(C(=C(C=C2C1)Cl)C1=CC=CC2=CC=CC(=C12)Cl)F)Cl 2,6-dichloro-7-(8-chloronaphthalen-1-yl)-8-fluoroquinoline-3-carboxylic acid ethyl ester